BrCC1CC(C1)(F)F 3-bromomethyl-1,1-difluorocyclobutane